4-[1-(2-pyrimidin-2-yl-1,2,4-triazol-3-yl)ethylamino]-1-(2,2,2-trifluoroethyl)-6-(trifluoromethyl)-quinazolin-2-one N1=C(N=CC=C1)N1N=CN=C1C(C)NC1=NC(N(C2=CC=C(C=C12)C(F)(F)F)CC(F)(F)F)=O